N-(1-(pyrimidin-2-yl)ethyl)-2,3-dihydro-1H-cyclopenta[c]quinoline-8-carboxamide N1=C(N=CC=C1)C(C)NC(=O)C1=CC=2C3=C(C=NC2C=C1)CCC3